COC1=NC=C(C=N1)C1CCN(CC1)C1=NOC(=C1)C(C(=O)OC)C(C)C Methyl 2-(3-(4-(2-methoxypyrimidin-5-yl) piperidin-1-yl) isoxazol-5-yl)-3-methylbutanoate